COC=1N=NC(=CC1)C1CNCC(C1)C 3-methoxy-6-(5-methylpiperidin-3-yl)pyridazine